1,1,2,2,3,3,4,4,5,5-decafluoropentane FC(C(C(C(C(F)F)(F)F)(F)F)(F)F)F